C(#N)C=1C=CC(=C(C1)NS(=O)(=O)C=1C=C(C(=O)OC)C=CC1C1CC1)N1CCC(CC1)F methyl 3-(N-(5-cyano-2-(4-fluoropiperidin-1-yl) phenyl) sulfamoyl)-4-cyclopropylbenzoate